FC(C1=CC=C(C=C1)P(C=1[C-](C=CC1)[C@@H](C)P(C(C)(C)C)C(C)(C)C)C1=CC=C(C=C1)C(F)(F)F)(F)F.[CH-]1C=CC=C1.[Fe+2] (R)-1-[(S)-2-[bis-(4-trifluoromethylphenyl)phosphino]ferrocenyl]ethyl-di-tert-butylphosphine